propane-1,3-diol bis(acetoacetate) C(CC(=O)C)(=O)OCCCOC(CC(=O)C)=O